4-((2-methoxyethyl) (methyl) amino)-3-methylbutanoate COCCN(CC(CC(=O)[O-])C)C